(3-biphenylyl) propanedioate C(CC(=O)[O-])(=O)OC=1C=C(C=CC1)C1=CC=CC=C1